C(C)(=O)OC1O[C@@H]([C@@H]([C@@H]([C@H]1NC(=O)C1CCCCC1)OC(C)=O)OC(C)=O)COC(C)=O (3R,4R,5R,6R)-6-(acetoxymethyl)-3-(cyclohexanecarboxamido)tetrahydro-2H-pyran-2,4,5-triyl triacetate